C1(=CC=CC=C1)C1=CC(=C(C=C1)C(C(CC)=NO)=O)S 1-(4-phenyl-sulfanylphenyl)-butane-1,2-dione-2-oxime